CN(C(C1=CC=CC=C1)=O)S(=O)(=O)C1=CC=C(C)C=C1 N-methyl-N-tosyl-benzamide